COC1=C(C=C(C=C1)OC)C(CSC=1NN=C(C(N1)=O)C)=O 3-[2-(2,5-dimethoxyphenyl)-2-oxoethyl]sulfanyl-6-methyl-2H-1,2,4-triazin-5-one